O(P([O-])(=O)OP(=O)(OC1=C(C=C(C(=C1)OC)C(F)(F)F)OC)[O-])C\C=C(/C)\CC\C=C(\C)/CN1CCCCC1 (R)-3-(2,5-dimethoxy-4-(trifluoromethyl) phenyl) piperidineGeranyl Pyrophosphate